methyl (E)-1-methoxy-7-(((4-(phenyldiazenyl)benzoyl)oxy)methyl)-1,4a,5,6,7,7a-hexahydrocyclopenta[c]pyran-4-carboxylate COC1OC=C(C2C1C(CC2)COC(C2=CC=C(C=C2)\N=N\C2=CC=CC=C2)=O)C(=O)OC